Pyrazine-3-carboxylic acid methyl ester COC(=O)C=1C=NC=CN1